CC12C3=NC4=CC=CC5=NC=6C(=C(NC1=CC=[GeH]3)C=CC6)C2=C54 4,8,12-triaza-12c-methylgermadibenzo[cd,mn]pyrene